(R)-4-methyl-3-(1-propionyl-5-(p-tolyl)-4,5-dihydro-1H-pyrazol-3-yl)quinolin CC1=C(C=NC2=CC=CC=C12)C1=NN([C@H](C1)C1=CC=C(C=C1)C)C(CC)=O